7-aminobenzo[d][1,3]Dioxolane-4-carboxylic acid NC1=CC=C(C2=C1OCO2)C(=O)O